ClC=1C=C(C(=NC1)COC1CC2(C(N3[C@H](O2)CC[C@H]3C3=NC=CN=C3)=O)C1)C (5'S,7a'R)-3-((5-chloro-3-methylpyridin-2-yl)methoxy)-5'-(pyrazin-2-yl)tetrahydro-3'H-spiro[cyclobutane-1,2'-pyrrolo[2,1-b]oxazol]-3'-one